N1(CCCCC1)C1=NC=CC(=C1)CNCC=1SC=CC1 1-[2-(1-piperidinyl)-4-pyridinyl]-N-(2-thienyl-methyl)methylamine